FC1=C(C(=CC=C1)F)CN (2,6-difluorophenyl)methylamine